N1(N=CC=C1)C=1C=C(C=NC1)C=1N=NN(C1)CC1=CC=C2C=C(NC2=C1)CNCC1CCC1 1-(6-((4-(5-(1H-pyrazol-1-yl)pyridin-3-yl)-1H-1,2,3-triazol-1-yl)methyl)-1H-indol-2-yl)-N-(cyclobutylmethyl)methylamine